bis(N,N-dimethyl-2-aminoethyl) ether CN(CCOCCN(C)C)C